2-{3-[(2R,6S)-2,6-dimethylmorpholine-4-carbonyl]-5,6-dihydrocyclopenta[c]pyrazol-1(4H)-yl}-1-[4-(2,3,6-trifluorophenyl)piperidin-1-yl]ethan-1-one C[C@@H]1CN(C[C@@H](O1)C)C(=O)C=1C2=C(N(N1)CC(=O)N1CCC(CC1)C1=C(C(=CC=C1F)F)F)CCC2